(R)-N-(8,9-difluoro-6-oxo-1,4,5,6-tetrahydro-2H-pyrano[3,4-c]isoquinolin-1-yl)-N-methyl-5-(methylsulfonyl)-1H-indole-2-carboxamide FC=1C(=CC=2C3=C(NC(C2C1)=O)COC[C@@H]3N(C(=O)C=3NC1=CC=C(C=C1C3)S(=O)(=O)C)C)F